(2S,5S,E)-5-formyl-14-heptyl-2-isobutyl-N,N-dimethyl-3,15-dioxo-1,4-diazacyclopentadec-9-ene-7-carboxamide C(=O)[C@H]1NC([C@@H](NC(C(CCC/C=C/CC(C1)C(=O)N(C)C)CCCCCCC)=O)CC(C)C)=O